4-methyl-2-(trifluoromethyl)quinazolin-5-ol tert-butyl-5-((1R,2R)-2-(((tert-butyldiphenylsilyl)oxy)methyl)cyclopropyl)-2,2-dimethylpentanoate C(C)(C)(C)C(C(C(=O)OC=1C=2C(=NC(=NC2C=CC1)C(F)(F)F)C)(C)C)CC[C@H]1[C@@H](C1)CO[Si](C1=CC=CC=C1)(C1=CC=CC=C1)C(C)(C)C